1-[5-Ethylsulfonyl-6-[3-methyl-6-(trifluoromethyl)imidazo[4,5-c]pyridin-2-yl]-2-pyridyl]-1,2-dimethyl-hydrazin C(C)S(=O)(=O)C=1C=CC(=NC1C1=NC2=C(C=NC(=C2)C(F)(F)F)N1C)N(NC)C